C1(CC1)CN1N=C(C(=C1NC1=CC(=NC=N1)N1N=C2C(=C1C)[C@@](CC2)(O)C)C)C2=CC=C(C=C2)F |r| (±)-2-(6-{[1-(cyclopropylmethyl)-3-(4-fluorophenyl)-4-methyl-1H-pyrazol-5-yl]amino}pyrimidin-4-yl)-3,4-dimethyl-2,4,5,6-tetrahydrocyclopenta[c]pyrazol-4-ol